S(=O)(=O)([O-])[O-].[Cu+2].CC(C)(C)[S@@](=O)N[C@H]1C=2C(=NC=CC2)CC12CCNCC2 (R)-2-methyl-N-[(5R)-spiro[5,7-dihydrocyclopenta[b]pyridine-6,4'-piperidine]-5-yl]propane-2-sulfinamide copper sulfate